C(C)OC(C)=O.COC=1C=CC=C2C(C(=CNC12)C(=O)O)=O 8-methoxy-quinolin-4(1H)-one-3-carboxylic acid ethyl-acetate